3-methyl-6-(2,2,2-trifluoroethoxy)pyridin-2-amine CC=1C(=NC(=CC1)OCC(F)(F)F)N